CC=1C(=NC(=NC1)NC1=CC(=CC=C1)C(C)N1CCCC1)NC=1C=CC2=C(NC(O2)=O)C1 5-(5-methyl-2-(3-(1-(pyrrolidin-1-yl)ethyl)phenylamino)pyrimidin-4-ylamino)benzo[d]oxazol-2(3H)-one